(1R,2S,3R,5R)-3-[5-(4-benzyl-1,3-thiazol-2-yl)-2-chloropyrrolo[2,3-d]pyrimidin-7-yl]-5-[1-(cyclopropylmethyl)-5,6-dihydro-2H-pyridin-3-yl]cyclopentane-1,2-diol C(C1=CC=CC=C1)C=1N=C(SC1)C1=CN(C=2N=C(N=CC21)Cl)[C@H]2[C@@H]([C@@H]([C@H](C2)C=2CN(CCC2)CC2CC2)O)O